3-methyl-3-azetidinecarboxylic acid CC1(CNC1)C(=O)O